tert-butyl 5-(4-(((3R,4S)-1-benzyl-4-(methylsulfonylamino) piperidin-3-yl) methoxy) cyclohex-1-en-1-yl)-1H-benzo[d]imidazole-1-carboxylate C(C1=CC=CC=C1)N1C[C@H]([C@H](CC1)NS(=O)(=O)C)COC1CC=C(CC1)C1=CC2=C(N(C=N2)C(=O)OC(C)(C)C)C=C1